N-[5-(2,6-dichlorophenyl)-1H-indazol-3-yl]-1-phenylpiperidine-4-carboxamide hydrochloride Cl.ClC1=C(C(=CC=C1)Cl)C=1C=C2C(=NNC2=CC1)NC(=O)C1CCN(CC1)C1=CC=CC=C1